β-N-Acetylglucosamin CC(=O)N[C@@H]1[C@H]([C@@H]([C@H](O[C@H]1O)CO)O)O